tert-Butyl 3-[4-fluoro-1-({5-[1-(trifluoromethyl)cyclopropyl]-1,2,4-oxadiazol-3-yl}methyl)-1H-indazol-3-yl]azetidine-1-carboxylate FC1=C2C(=NN(C2=CC=C1)CC1=NOC(=N1)C1(CC1)C(F)(F)F)C1CN(C1)C(=O)OC(C)(C)C